O=CC(C(=O)O)CCC alpha-oxomethylvaleric acid